O=C1NC(CCC1N1C(C2=CC=C(C=C2C1=O)N1CCC(CC1)C(C)OS(=O)(=O)C1=CC=C(C=C1)C)=O)=O.C1(=CC=CC=C1)[Si](O[SiH](C)C)(O[SiH](C)C)O[SiH](C)C phenyl-tris(dimethylsiloxy)silane 1-[1-[2-(2,6-dioxopiperidin-3-yl)-1,3-dioxoisoindol-5-yl]piperidin-4-yl]ethyl-4-methylbenzenesulfonate